C(CCCCCCCCCCCCCCCCCCCCCCCCCCCCCCCCCC)(=O)OCCCCCCCCCCCCCCCCCCC nonadecyl pentatriacontanoate